C(C1=CC=CC=C1)N1CCC2=CC(=CC=C12)OC Benzyl-5-methoxyindoline